4,6-dimethyl-2-(3-oxopentyl)benzoic acid CC1=CC(=C(C(=O)O)C(=C1)C)CCC(CC)=O